NCCNCCC[SiH](OC)OC (2-aminoethyl)aminopropyl-dimethoxysilane